tert-butyl N-[1-[7-[[8-[(4-carbamoylimidazol-1-yl)methyl]-6-methyl-imidazo[1,2-a]pyrazin-2-yl]carbamoyl]-2-methyl-indazol-4-yl]-4-piperidyl]-N-cyclopropyl-carbamate C(N)(=O)C=1N=CN(C1)CC=1C=2N(C=C(N1)C)C=C(N2)NC(=O)C2=CC=C(C1=CN(N=C21)C)N2CCC(CC2)N(C(OC(C)(C)C)=O)C2CC2